aminopropyl triethyl silicate [Si](OCCCN)(OCC)(OCC)OCC